BrC1=C(N=C2N(C1=O)N=C(S2)C)C(F)(F)F 6-bromo-2-methyl-7-(trifluoromethyl)-[1,3,4]thiadiazolo-[3,2-a]pyrimidin-5-one